C(C)(C)(C)OC(=O)N1CCC(CC1)OC=1C=C2C(=NC(=NC2=CC1OC)C)O 4-((4-hydroxy-7-methoxy-2-methylquinazolin-6-yl)oxy)piperidine-1-carboxylic acid tert-butyl ester